ethyl 3-(acetyl(butyl)amino)-propanoate C(C)(=O)N(CCC(=O)OCC)CCCC